potassium 3-acrylamido-2-methylpropanesulfonic acid salt C(C=C)(=O)NCC(CS(=O)(=O)[O-])C.[K+]